C(C(=C)C)(=O)OCCCC1=CC=C(C=C1)O (4-hydroxyphenyl)propyl methacrylate